5'-bromo-4'-chloro-1'-(4-methoxybenzyl)-1',2'-dihydrospiro[piperidine-3,3'-pyrrolo[2,3-b]pyridin]-6-one BrC=1C(=C2C(=NC1)N(CC21CNC(CC1)=O)CC1=CC=C(C=C1)OC)Cl